COC1=C(C2=C(N(C(N2C)=O)C2C(N(C(CC2)=O)CC2=CC=C(C=C2)OC)=O)C=C1)C=1CCN(CC1)C(=O)OC(C)(C)C Tert-butyl 4-[5-methoxy-1-[1-[(4-methoxyphenyl)methyl]-2,6-dioxo-3-piperidyl]-3-methyl-2-oxo-benzimidazol-4-yl]-3,6-dihydro-2H-pyridine-1-carboxylate